N-[(3,4,5-trichloro-2-thienyl)carbonothioyl]glycine ClC1=C(SC(=C1Cl)Cl)C(=S)NCC(=O)O